C(CCC(=O)OS(=O)(=O)O)(=O)OC(CCCCCCCCCCC)=O.[Na] sodium lauroyl sulfo succinate